FC1=C(C(=CC=C1)F)C=1OCC(N1)C1=CC=C(C=C1)CSSCCC1=CC=CC=C1 2-(2,6-Difluorophenyl)-4-(4-((phenethyldisulfaneyl)methyl)phenyl)-4,5-dihydrooxazole